N[C@H]1C2N(CC1CC2)C(=O)C2=CC1=C(N(C(=N1)C1=CC=3C(=NC(=CC3)C3=CC(=C(C=C3)CO)OC)N1CC1CC1)C)C(=C2)OC [4-(2-{5-[(7R)-7-amino-2-azabicyclo[2.2.1]heptane-2-carbonyl]-7-methoxy-1-methyl-1H-1,3-benzodiazol-2-yl}-1-(cyclopropylmethyl)-1H-pyrrolo[2,3-b]pyridin-6-yl)-2-methoxyphenyl]methanol